C(C)(C)(C)C1=CC=C2C=CCC2=C1 6-tert-butylinden